C(C1=CC=CC=C1)NC=1CCC1N(CC1=CC=C(C=C1)C1=NOC(=N1)C(F)(F)F)C 3-(benzylamino)-4-(methyl(4-(5-(trifluoromethyl)-1,2,4-oxadiazol-3-yl)benzyl)amino)cyclobut-3-ene